ClC1=NC(=NC(=C1)C)NC(=O)NC=1C=C2C=CC=NC2=CC1 1-(4-chloro-6-methylpyrimidin-2-yl)-3-(quinolin-6-yl)urea